2-(4-methoxyphenyl)-7-(piperazin-1-yl)-4H-pyrido[1,2-a]pyrimidin-4-one COC1=CC=C(C=C1)C=1N=C2N(C(C1)=O)C=C(C=C2)N2CCNCC2